FC1=C(C(=O)N2CCC(CC2)N2CC(C2)(NN)CC#N)C=CN=C1C(F)(F)F (1-(1-(3-fluoro-2-(trifluoromethyl)isonicotinoyl)piperidin-4-yl)-3-hydrazinoazetidin-3-yl)acetonitrile